C(CC)OC1=CC=CC2=CC3=CC=CC=C3C=C12 n-propoxyanthracene